N1C=C(C=2C1=NC=CC2)[C@@H]2CNCCO2 (R)-2-(1H-pyrrolo[2,3-b]pyridin-3-yl)morpholine